NC=1SC=2CC(CCC2C1C(=O)OCC)(CCC1CC1)C#N ethyl 2-amino-6-cyano-6-(2-cyclopropylethyl)-4,5,6,7-tetrahydro-1-thia-3-indenecarboxylate